4-[5-(2-aminoethyl)pyrimidin-2-yl]-3-[[4-(1-methoxyethyl)-2-methylimidazol-1-yl]methyl]benzonitrile NCCC=1C=NC(=NC1)C1=C(C=C(C#N)C=C1)CN1C(=NC(=C1)C(C)OC)C